1-((3S,4R)-3-fluoro-4-((8-(5-(trifluoromethyl)pyridin-2-yl)-1,6-naphthyridin-5-yl)amino)pyrrolidin-1-yl)prop-2-en-1-one F[C@H]1CN(C[C@H]1NC1=C2C=CC=NC2=C(C=N1)C1=NC=C(C=C1)C(F)(F)F)C(C=C)=O